FC(C1C(N(C2=CC=CC=C2N1)C)=O)F 3-(difluoromethyl)-1-methyl-3,4-dihydroquinoxalinone